[Si](C)(C)(C(C)(C)C)OCCN(C(OC(C)(C)C)=O)C=1C=2C=C3N(C2C(=C(C1)Cl)Cl)CCN(C3=O)C tert-Butyl (2-((tert-butyldimethylsilyl)oxy)ethyl)(6,7-dichloro-2-methyl-1-oxo-1,2,3,4-tetrahydropyrazino[1,2-a]indol-9-yl)carbamate